CC1=C(C(C=NCCN=CC=2C(O)=C(C=CC2)C)=CC=C1)O N,N'-bis(3-methylsalicylidene)-ethylenediamine